ONC(\C=C\C1=C(C=CC=C1)C(=O)N1CCCCC1)=O (E)-N-hydroxy-3-(2-(piperidine-1-carbonyl)phenyl)acrylamide